C(C)C(C(=O)O)CC diethylacetic acid